CC1=NOC(=C1)C1=CC=C(S1)S(=O)(=O)C(C(C)C1(C2=C(N=CN1)C(=CS2)C=2C=NC=CC2)N)N2CCNCC2 4-{[5-(3-methyl-1,2-oxazol-5-yl)thiophen-2-yl]sulfonyl(piperazin-1-yl)propan-2-yl}-7-(pyridin-3-yl)thieno[3,2-d]pyrimidin-4-amine